C(C)(C)(C)OC(N/C(/N1CN(C(N(C1)C)=O)C)=N/C(=O)OC(C)(C)C)=O (Z)-(((tert-Butoxycarbonyl)imino)(3,5-dimethyl-4-oxo-1,3,5-triazin-1-yl)methyl)carbamic acid tert-butyl ester